[Ca+2].C1(=CC=CC=C1)P([O-])([O-])=O phenylphosphonic acid calcium salt